methyl 2-((1R,5S,6s)-3-(8,8-difluoro-2-(3-fluoro-2-methylazetidin-1-yl)-5,6,7,8-tetrahydroquinazolin-4-yl)-3-azabicyclo[3.1.0]hexan-6-yl)acetate FC1(CCCC=2C(=NC(=NC12)N1C(C(C1)F)C)N1C[C@@H]2C([C@@H]2C1)CC(=O)OC)F